COC(C=C(C1=CC=CC=C1)C1=C(C=CC=C1)OC)=O 3-(2-methoxyphenyl)-3-(phenyl)-acrylic acid methyl ester